FC1=C(OP(=O)(OC2=CC=CC=C2)N[C@@H](C)C(=O)OCCOCCCC)C(=C(C(=C1F)F)F)F 2-butoxyethyl ((perfluorophenoxy)(phenoxy)phosphoryl)-L-alaninate